((3R,5R,8R,9R,10S,13S,14S)-3-Hydroxy-3,13-dimethyl-2,3,4,5,6,7,8,9,10,11,12,13,14,15-tetradecahydro-1H-cyclopenta[a]phenanthren-17-yl)diphenylphosphine oxide O[C@@]1(CC[C@@H]2[C@H]3CC[C@@]4(C(=CC[C@H]4[C@@H]3CC[C@@H]2C1)P(C1=CC=CC=C1)(C1=CC=CC=C1)=O)C)C